2-Norbornene-5,6-dicarboxylic anhydride C12C=CC(C3C1C(=O)OC3=O)C2